CC(CCCCCC)P(OC(CCCCCC)C)([O-])=O.[Ni+2].CC(CCCCCC)OP([O-])(=O)C(CCCCCC)C nickel (1-methylheptyl) (1-methylheptyl)phosphonate